(±)-3-(tert-Butyl) 8-methyl-1,2,4a,5-tetrahydropyrazino[1,2-d]pyrido[2,3-b][1,4]oxazine-3,8(4H)-dicarboxylate CC1(C=CC2=C(OCC3N2CCN(C3)C(=O)OC(C)(C)C)N1)C(=O)[O-]